3,7-diketo-5β-cholanic acid O=C1C[C@H]2CC([C@H]3[C@@H]4CC[C@H]([C@@H](CCC(=O)O)C)[C@]4(CC[C@@H]3[C@]2(CC1)C)C)=O